1-methyl-5-(2-methylpyridin-4-yl)-1H-imidazol-2-amine CN1C(=NC=C1C1=CC(=NC=C1)C)N